BrN1C(N(C(C1=O)=O)Br)=O dibromohydantoinOne